(1-((4-bromophenyl)sulfonyl)azetidin-3-yl)(4-(7-fluoroquinolin-4-yl)piperazin-1-yl)methanone BrC1=CC=C(C=C1)S(=O)(=O)N1CC(C1)C(=O)N1CCN(CC1)C1=CC=NC2=CC(=CC=C12)F